NC=1C=NC=CC1C1=CC(=C(C(=O)NC=2C=NC(=C(C2)Cl)N2N=CC=N2)C=C1[C@H](C)OC)F (S)-4-(3-aminopyridin-4-yl)-N-(5-chloro-6-(2H-1,2,3-triazol-2-yl)pyridin-3-yl)-2-Fluoro-5-(1-methoxyethyl)benzamide